C(C=C)(=O)OO mono-hydroxy acrylate